(2R,3R,4R,5R)-3-(3,4-difluoro-2-methoxy-phenyl)-5-isopropyl-4-methyl-tetrahydrofuran FC=1C(=C(C=CC1F)[C@@H]1CO[C@@H]([C@@H]1C)C(C)C)OC